3-(N-(cyclopropylmethyl)-4-fluorobenzamido)-2-fluoro-N-(4-(perfluoroprop-2-yl)-2-(trifluoromethyl)phenyl)benzamide C1(CC1)CN(C(C1=CC=C(C=C1)F)=O)C=1C(=C(C(=O)NC2=C(C=C(C=C2)C(C(F)(F)F)(C(F)(F)F)F)C(F)(F)F)C=CC1)F